(1-(tert-butyl)pyrrolidin-3-yl)methanamine C(C)(C)(C)N1CC(CC1)CN